Methyl (L)-3-(7-cyclopropoxy-1-methyl-1H-benzo[d][1,2,3]triazol-5-yl)acrylate C1(CC1)OC1=CC(=CC2=C1N(N=N2)C)C=CC(=O)OC